FC(C(=O)N1CC(CC1)\C=C\C1=CC=C(C=C1)C(F)(F)F)=C (E)-2-fluoro-1-(3-(4-(trifluoromethyl)styryl)pyrrolidin-1-yl)prop-2-en-1-one